CC1(OB(OC1(C)C)C1=CC=C(C=C1)N1CCN(CC1)C1CCN(CC1)CC(=O)OC(C)(C)C)C tert-butyl 2-(4-[4-[4-(4,4,5,5-tetramethyl-1,3,2-dioxaborolan-2-yl)phenyl]piperazin-1-yl]piperidin-1-yl)acetate